FC=1C=C(C=CC1)N1N=C(C=C(C1=O)C(=O)N[C@@H](C)C(C)(C)O)C1=CC=C(C=C1)OC(F)(F)F 2-(3-fluorophenyl)-N-[(2S)-3-hydroxy-3-methylbut-2-yl]-3-oxo-6-[4-(trifluoromethoxy)phenyl]-2,3-dihydropyridazine-4-carboxamide